C(C)(C)N1N=CC=C1C(=O)N 2-isopropyl-pyrazole-3-carboxamide